di-2-butylammonium CC(CC)[NH2+]C(C)CC